N[C@H](C(=O)N[C@H](C(=O)N[C@H](C(=O)OC)CO)CCCCNC(=O)OCC1C2=CC=CC=C2C=2C=CC=CC12)CC(C)C methyl (2S)-2-[(2S)-2-[(2S)-2-amino-4-methylpentanamido]-6-{[(9H-fluoren-9-ylmethoxy)carbonyl]amino}hexanamido]-3-hydroxypropanoate